tert-butyl N-(2-[[(3-[3,3-dimethyl-2-oxaspiro[4.5]dec-8-yl]-1-(oxacyclohex-2-yl)-1H-pyrazol-4-yl) methyl] (methyl) amino]-ethyl)-N-methylcarbamate CC1(OCC2(C1)CCC(CC2)C2=NN(C=C2CN(CCN(C(OC(C)(C)C)=O)C)C)C2OCCCC2)C